Para-Hydroxybenzaldehyde OC1=CC=C(C=O)C=C1